C1(=CC=CC=C1)C(C)[Sn](N(C)C)(N(C)C)N(C)C 1-phenyl-ethyl-tris(dimethylamino)tin